N[C@H](C(=O)NC1=NC=C(N=C1)OC1=CC=C(C2=C1C1(CC1)CO2)C)CC (2S)-2-amino-N-[5-(7-methyl-spiro[2H-benzofuran-3,1'-cyclopropan]-4-yl)oxypyrazin-2-yl]butanamide